OC1=C(C=C(C=C1)C)N1N=C2C(=N1)C=CC=C2 2-(2-hydroxy-5-methylphenyl)benzotriazol